tert-butyl [cis-3-[[3-[N'-(2-ethyl-4-hydroxyphenyl)carbamimidoyl]-6-(6-methoxy-4-methylpyridin-3-yl)pyrrolo[1,2-b]pyridazin-4-yl]amino]cyclobutyl]carbamate C(C)C1=C(C=CC(=C1)O)N=C(N)C1=C(C=2N(N=C1)C=C(C2)C=2C=NC(=CC2C)OC)N[C@H]2C[C@H](C2)NC(OC(C)(C)C)=O